4-((3,4-dichlorobenzyl)oxy)-1H-1,2,3-triazole-5-carboxylic acid ClC=1C=C(COC=2N=NNC2C(=O)O)C=CC1Cl